dimethylsilylene(N-t-butylamino)(tetramethylcyclopentadienyl)dimethyl-titanium dichloride [Cl-].[Cl-].CC([Ti](C=[SiH2])(C1(C(=C(C(=C1)C)C)C)C)NC(C)(C)C)C